C12(CC3CC(CC(C1)C3)C2)CN2N=CC(=C2C)C2=C(C=3N(C=C2)C(=CN3)NC3=C(C(=O)O)C=CC=C3)C(=O)OC 2-((7-(1-(adamantan-1-ylmethyl)-5-methyl-1H-pyrazol-4-yl)-8-(methoxycarbonyl)imidazolo[1,2-a]pyridin-3-yl)amino)benzoic acid